(2-(methylacryloxy)-ethyl)-trimethylammonium chloride [Cl-].CC=CC(=O)OCC[N+](C)(C)C